ClC1=NC=C(C(=C1)C1=C(C=NC(=C1)C)C(=O)NC=1SC2=C(N1)CC[C@H](C2)C(=O)O)OC (R)-2-(2'-chloro-5'-methoxy-6-methyl-[4,4'-bipyridine]-3-carboxamido)-4,5,6,7-tetrahydrobenzo[d]thiazole-6-carboxylic acid